[N+](=O)([O-])C=1C=C(C=CC1)C(C(=O)NC(C)(C)C)N(C(C#C)=O)C1=CC(=CC=C1)Cl N-(1-(3-Nitrophenyl)-2-(tert-butylamino)-2-oxoethyl)-N-(3-chlorophenyl)-propiolamide